2-(but-2-ylamino)-5-(2-methylpropan-2-yl)-3-nitroaniline CC(CC)NC1=C(N)C=C(C=C1[N+](=O)[O-])C(C)(C)C